9H-Fluoren-9-ylmethyl N-[2,6-bis(tert-butoxycarbonylamino)hexanoylamino]carbamate C(C)(C)(C)OC(=O)NC(C(=O)NNC(OCC1C2=CC=CC=C2C=2C=CC=CC12)=O)CCCCNC(=O)OC(C)(C)C